C(C)(C)(C)OC(C(C)N1C(C2=C(CC1)SC(=C2)C2=NC(=NC=C2)NC2CCOCC2)=O)=O 2-(4-oxo-2-(2-((tetrahydro-2H-pyran-4-yl)amino)pyrimidin-4-yl)-6,7-dihydrothieno[3,2-c]pyridin-5(4H)-yl)propionic acid tert-butyl ester